6-(isopropyl(methyl)amino)-2-(6-(8-methyl-5,6,7,8-tetrahydro-[1,2,4]triazolo[4,3-a]pyridin-3-yl)pyridin-2-yl)-4-((methylamino)methyl)-2,3-dihydro-1H-pyrrolo[3,4-c]pyridin-1-one C(C)(C)N(C1=CC2=C(C(=N1)CNC)CN(C2=O)C2=NC(=CC=C2)C2=NN=C1N2CCCC1C)C